2-(4-((4-(4-Bromobenzyl)piperazin-1-yl)methyl)-2,6-dimethylphenoxy)-2-methylpropanoic acid BrC1=CC=C(CN2CCN(CC2)CC2=CC(=C(OC(C(=O)O)(C)C)C(=C2)C)C)C=C1